NC1=C(C=NN1C1=CC=CC=2OC(OC21)(F)F)C(=O)N2C[C@@]1(CCC2)C2=C(NC(O1)=O)C=CC(=C2F)Cl (R)-1'-(5-Amino-1-(2,2-difluorobenzo[d][1,3]dioxol-4-yl)-1H-pyrazole-4-carbonyl)-6-chloro-5-fluorospiro[benzo[d][1,3]oxazine-4,3'-piperidin]-2(1H)-one